FC(C1=CC=CC(=N1)C(=O)N)(F)F 6-(trifluoromethyl)pyridine-2-amide